OC1CC(N(C1)C(=O)OCCCC)C(=O)OC Butyl 2-methyl 4-hydroxypyrrolidine-1,2-dicarboxylate